(R)-1-(4-(4-((1-(3-(difluoromethyl)-2-fluorophenyl)ethyl)amino)-2-methyl-8,9-dihydrofuro[2,3-h]quinazolin-6-yl)-4-hydroxypiperidin-1-yl)-2-methoxyethan-1-one FC(C=1C(=C(C=CC1)[C@@H](C)NC1=NC(=NC2=C3C(=C(C=C12)C1(CCN(CC1)C(COC)=O)O)OCC3)C)F)F